rac-2-methoxy-5-[[2-[(2S,5R)-5-methyl-2-(2-oxo-1H-quinolin-6-yl)-1-piperidyl]-2-oxo-acetyl]amino]pyridine-3-carboxamide COC1=NC=C(C=C1C(=O)N)NC(C(=O)N1[C@@H](CC[C@H](C1)C)C=1C=C2C=CC(NC2=CC1)=O)=O |r|